[1,3-bis[2,6-bis(1-ethylpropyl)phenyl]-4,5-dichloro-imidazol-2-yl]-dichloro-(2-methyl-1-pyridinyl)palladium C(C)C(CC)C1=C(C(=CC=C1)C(CC)CC)N1C(N(C(=C1Cl)Cl)C1=C(C=CC=C1C(CC)CC)C(CC)CC)[Pd](N1C(C=CC=C1)C)(Cl)Cl